OC1=C(CN(C2=NC=3N(C=C2)N=CC3C(=O)OCC)C)C=CC=C1 ethyl 5-((2-hydroxybenzyl)(methyl)amino)pyrazolo[1,5-a]pyrimidine-3-carboxylate